C1(CC1)CNC=1C(=NN(C1C(=O)N)C1=CC(=CC=C1)C#N)C(F)(F)F cyclopropylmethylamino-(3-cyanophenyl)-3-(trifluoromethyl)-1H-pyrazole-5-carboxamide